1,2-diiodoxy-N,N-dimethylaminopropane I(=O)(=O)C(C(C)I(=O)=O)N(C)C